N-((tetrahydro-2H-pyran-4-yl)methyl)pyrazine-2-carboxamide O1CCC(CC1)CNC(=O)C1=NC=CN=C1